methyl 2-(3-pyrrol-1-ylindol-1-yl)propanoate N1(C=CC=C1)C1=CN(C2=CC=CC=C12)C(C(=O)OC)C